N1(CCCCCCC1)C1=NC=C(C=C1C(=O)NC1=CC(=CC=C1)S(N)(=O)=O)C(F)(F)F 2-(azocan-1-yl)-N-(3-sulfamoylphenyl)-5-(trifluoromethyl)-pyridine-3-carboxamide